CC1(NC(CC(C1)C(C(=O)O)(CCCCCCCC(=O)O)C1CC(NC(C1)(C)C)(C)C)(C)C)C bis(2,2,6,6-tetramethyl-4-piperidyl)sebacic acid